C(C1=CC=CC=C1)OC1=CC=C(C=C1)C1=CC=C(C=C1)C=1C=CC2=C(NC(=N2)C)C1 6-(4'-(Benzyloxy)-[1,1'-Biphenyl]-4-yl)-2-Methyl-1H-benzo[d]Imidazol